(R)-6-(1-(1,1-dioxido-tetrahydro-2H-thiopyran-4-yl)-5-methyl-1H-pyrazol-4-yl)-4-(1-(5-fluoro-pyridin-2-yl)ethoxy)pyrazolo[1,5-a]pyridine-3-carbonitrile O=S1(CCC(CC1)N1N=CC(=C1C)C=1C=C(C=2N(C1)N=CC2C#N)O[C@H](C)C2=NC=C(C=C2)F)=O